BrC=1C=C(C=CC1)NC1=C(N=C2N1C=C(N=C2)C=2C=NN(C2)C)C=2C=CC=1N(C2)C(=NN1)C N-(3-bromophenyl)-6-(1-methyl-1H-pyrazol-4-yl)-2-(3-methyl-[1,2,4]triazolo[4,3-a]pyridin-6-yl)imidazo[1,2-a]pyrazin-3-amine